1-(3,5-dichlorophenoxy)-3-((3-methoxy-4-(2-(4-methylpiperidin-1-yl)ethoxy)benzyl)(methyl)amino)propan-2-ol ethyl-8-cyclopropyl-4-hydroxy-6-methyl-1,7-naphthyridine-3-carboxylate C(C)C1=NC2=C(N=C(C=C2C(=C1C(=O)OC(COC1=CC(=CC(=C1)Cl)Cl)CN(C)CC1=CC(=C(C=C1)OCCN1CCC(CC1)C)OC)O)C)C1CC1